N-(3-(1-(4-methoxyphenyl)-1H-indol-6-yl)-1H-pyrazol-5-yl)-4-((1-methylpiperidin-4-yl)amino)benzamide COC1=CC=C(C=C1)N1C=CC2=CC=C(C=C12)C1=NNC(=C1)NC(C1=CC=C(C=C1)NC1CCN(CC1)C)=O